CN1C=2N=CN(C(C2N=C1C=1C=NN(C1)C)=O)CCC 9-methyl-8-(1-methyl-1H-pyrazol-4-yl)-1-propyl-1,9-dihydro-purin-6-one